ClC=1C=CC(=C(C1)C1=CC(=C(N=N1)OCC(F)F)NC1=CC=NC2=CC(=CC=C12)OCCN1CCN(CC1)C)F N-[6-(5-chloro-2-fluorophenyl)-3-(2,2-difluoroethoxy)pyridazin-4-yl]-7-[2-(4-methylpiperazin-1-yl)ethoxy]quinolin-4-amine